2-(2-(2-(2-azidoethoxy)ethoxy)ethyl)-6-chloro-1,3,5-triazine-2,4-diamine N(=[N+]=[N-])CCOCCOCCC1(NC(=NC(=N1)N)Cl)N